C(\C=C/C(=O)O)(=O)NCCC(=O)O N-maleyl-beta-alanine